[4-[3-[[(3S,4S)-3-fluoro-4-piperidinyl]oxy]azetidin-1-yl]-3-methyl-2-oxo-benzimidazol-1-yl]piperidine-2,6-dione F[C@H]1CNCC[C@@H]1OC1CN(C1)C1=CC=CC=2N(C(N(C21)C)=O)N2C(CCCC2=O)=O